7-Bromo-5-fluoro-2-aminoquinazoline BrC1=CC(=C2C=NC(=NC2=C1)N)F